2-pyrrolidin-1-ylacetyl chloride N1(CCCC1)CC(=O)Cl